N-(3-hydroxy-4-methylphenyl)piperidine-4-carboxamide Hydrochloride Cl.OC=1C=C(C=CC1C)NC(=O)C1CCNCC1